C(C)(C)(C)OC(=O)N1C[C@H](C[C@@H](C1)NC(=N)N)F.O1[C@H](COCC1)CNC1=C(C=C(C=C1[N+](=O)[O-])S(=O)(=O)N)F (S)-4-(((1,4-dioxan-2-yl)methyl)amino)-3-fluoro-5-nitrobenzenesulfonamide tert-butyl-(3S,5S)-3-fluoro-5-guanidino-piperidine-1-carboxylate